CN1CCN(CC1)C=1C=C2C(=NC1)NC=C2C2=CC=1N(C=C2)N=CC1C(=O)N1CCOCC1 (5-(5-(4-methylpiperazin-1-yl)-1H-pyrrolo[2,3-b]pyridin-3-yl)pyrazolo[1,5-a]pyridin-3-yl)(morpholino)methanone